4-methoxy-1H-indole-2-carbonyl chloride COC1=C2C=C(NC2=CC=C1)C(=O)Cl